F[C@H]1CN(CC[C@@H]1OC)C1=NC=CC(=N1)N ((3S,4S)-3-fluoro-4-methoxypiperidin-1-yl)pyrimidin-4-amine